C(C)(C)N1CCC=2C1=CN=C(C2)C2=NSC(=N2)NC2=NC=CC=C2N(C(C)=O)C N-(2-(3-(1-isopropyl-2,3-dihydro-1H-pyrrolo[2,3-c]pyridin-5-yl)-1,2,4-thiadiazol-5-ylamino)pyridin-3-yl)-N-methylacetamide